CN(C1=C(C(=O)O)C=CC(=C1)[N+](=O)[O-])C 2-(dimethylamino)-4-nitro-benzoic acid